2,2'-methylene-bis[6-tert.-butyl-4-methylphenol] C(C1=C(C(=CC(=C1)C)C(C)(C)C)O)C1=C(C(=CC(=C1)C)C(C)(C)C)O